4-(7-Bromo-11-oxo-10,11-dihydro-5H-benzo[e]pyrrolo[1,2-a][1,4]diazepine-2-yl)benzonitrile BrC1=CC2=C(NC(C=3N(C2)C=C(C3)C3=CC=C(C#N)C=C3)=O)C=C1